3-dimethylamino-2-(cholest-5-en-3beta-oxybutan-4-yloxy)-1-(cis,cis-9,12-octadecadienyloxy)propane CN(CC(COCCCCCCCC\C=C/C\C=C/CCCCC)OC(CCC)O[C@@H]1CC2=CC[C@H]3[C@@H]4CC[C@H]([C@@H](CCCC(C)C)C)[C@]4(CC[C@@H]3[C@]2(CC1)C)C)C